ClC1=C2C(=NN(C2=CC=C1)S(=O)(=O)C1=CC=C(C=C1)C(C)(F)F)N1CC([C@H](C1)F)(F)F 4-Chloro-1-[4-(1,1-difluoroethyl)phenyl]sulfonyl-3-[(4S)-3,3,4-trifluoropyrrolidin-1-yl]indazole